CN(C=1C=C(C=NC1)C=1N=NN(C1)CC=1N=C2N(C=C(C=C2)CO)C1)C (2-((4-(5-(dimethylamino)pyridin-3-yl)-1H-1,2,3-triazol-1-yl)methyl)imidazo[1,2-a]pyridin-6-yl)methanol